BrC1=CC2=C(CN(S2)CC2=CC=C(C=C2)OC)C=C1 6-bromo-2-(4-methoxybenzyl)-2,3-dihydrobenzo[D]isothiazole